FC1=C(C=C(C=C1)OB(O)O)C(=O)OC (4-fluoro-3-(methoxycarbonyl)phenyl)boric acid